C1(=CC=CC=C1)C(N1CCN(CC1)C1=C(C=C(C=C1)C(=O)N1CCNCC1)NS(=O)(=O)CCCC)C1=CC=CC=C1 N-[2-[4-(diphenylmethyl)-1-piperazinyl]-5-(1-piperazinylcarbonyl)phenyl]-1-butanesulfonamide